tert-butyl (R)-(1-((2-((4-(4-chloro-7-((2-(trimethylsilyl)ethoxy)methyl)-7H-pyrrolo[2,3-d]pyrimidin-6-yl)phenyl)carbamoyl)pyridin-4-yl)methyl)piperidin-3-yl)carbamate ClC=1C2=C(N=CN1)N(C(=C2)C2=CC=C(C=C2)NC(=O)C2=NC=CC(=C2)CN2C[C@@H](CCC2)NC(OC(C)(C)C)=O)COCC[Si](C)(C)C